C(C)(C)(C)OC(=O)N1CCC2(CC1)CCN(CC2)C2=CC=C(C=C2)C2=CCOC1=CC(=CC=C21)OCC2=CC=CC=C2.BrC2=CC(=CS2)C(C)=O 1-(5-bromothiophen-3-yl)ethan-1-one tert-butyl-9-(4-(7-(benzyloxy)-2H-chromen-4-yl)phenyl)-3,9-diazaspiro[5.5]undecane-3-carboxylate